ClC1=NC(=C(C(=N1)C1=CN(C2=CC=CC=C12)C)OC)OC 3-(2-chloro-5,6-dimethoxypyrimidin-4-yl)-1-methyl-1H-indole